5-(isopentylaminomethyl)-2-thio-uridine C(CC(C)C)NCC=1C(NC(N([C@H]2[C@H](O)[C@H](O)[C@@H](CO)O2)C1)=S)=O